ClC1=CC=C(C=C1)C1=C(CCC(C1)(C)C)CN1CCC2(CN(C2)C(=O)C=2C=C3CN(C(C3=CC2F)=O)C2C(NC(CC2)=O)=O)CC1 3-(5-(7-((4'-chloro-5,5-dimethyl-3,4,5,6-tetrahydro-[1,1'-biphenyl]-2-yl)methyl)-2,7-diazaspiro[3.5]nonane-2-carbonyl)-6-fluoro-1-oxoisoindolin-2-yl)piperidine-2,6-dione